3-(3-(1H-pyrrolo[2,3-b]pyridin-5-yl)phenyl)-N-(2,3-difluorophenyl)acrylamide N1C=CC=2C1=NC=C(C2)C=2C=C(C=CC2)C=CC(=O)NC2=C(C(=CC=C2)F)F